N-[2-[(2S)-2-carbonyl-4,4-difluoropyrrolidin-1-yl]-2-oxoethyl]quinoline-4-carboxamide C(=O)=C1N(CC(C1)(F)F)C(CNC(=O)C1=CC=NC2=CC=CC=C12)=O